COC[C@@H]1[C@H](C1)C(=O)OC(C)(C)C Tert-butyl (1S,2S)-2-(methoxymethyl)cyclopropane-1-carboxylate